(3-aminoazetidin-1-yl)(4-((3-(1-(2,2-difluoroethyl)-3-(trifluoromethyl)-1H-pyrazol-4-yl)imidazo[1,2-a]pyrazin-8-yl)amino)-2-ethylphenyl)methanone formate C(=O)O.NC1CN(C1)C(=O)C1=C(C=C(C=C1)NC=1C=2N(C=CN1)C(=CN2)C=2C(=NN(C2)CC(F)F)C(F)(F)F)CC